5-(4-(4-bromophenyl)piperidin-1-yl)-3-(trifluoromethyl)-pyridinecarbonitrile BrC1=CC=C(C=C1)C1CCN(CC1)C=1C=C(C(=NC1)C#N)C(F)(F)F